methyl 3-(4-chloro-3-fluorophenyl)-7-fluoro-4-oxo-1,2,3,4-tetrahydroquinoline-5-carboxylate ClC1=C(C=C(C=C1)C1CNC=2C=C(C=C(C2C1=O)C(=O)OC)F)F